4-(((3'-chloro-2'-(2-chloro-3-(5-(3-fluoropropyl)-1-methyl-4,5,6,7-tetrahydro-1H-imidazo[4,5-c]pyridine-2-carboxamido)phenyl)-6-methoxy-[2,4'-bipyridin]-5-yl)methyl)amino)butanoic acid ClC=1C(=NC=CC1C1=NC(=C(C=C1)CNCCCC(=O)O)OC)C1=C(C(=CC=C1)NC(=O)C=1N(C2=C(CN(CC2)CCCF)N1)C)Cl